2-Heptyl Butyrate C(CCC)(=O)OC(C)CCCCC